5-methyl-4-(3-phenylisooxazolidin-2-yl)-N-(3,4,5-trimethoxyphenyl)pyrimidin-2-amine CC=1C(=NC(=NC1)NC1=CC(=C(C(=C1)OC)OC)OC)N1OCCC1C1=CC=CC=C1